CC1=C(C(=C(C(=C1C1=CC=NC=C1)C)C1=CC=NC=C1)C)C1=CC=NC=C1 1,3,5-trimethyl-2,4,6-tris(4-pyridyl)benzene